1-(cis-3-(3-amino-1-(tert-butyl)-1H-pyrazol-5-yl)cyclopentyl)-4,4-dimethylimidazolidin-2-one NC1=NN(C(=C1)[C@H]1C[C@H](CC1)N1C(NC(C1)(C)C)=O)C(C)(C)C